C1=CC=CC=2C3=CC=CC=C3C(C12)COC(=O)N(CCC(=O)O)CC(CNC(=O)OC(C)(C)C)(C)C 3-((((9H-fluoren-9-yl)methoxy)carbonyl)(3-((tert-butoxycarbonyl)amino)-2,2-dimethylpropyl)amino)propanoic acid